6-acetyl-4-(4-fluorobenzyl)-8,8-dimethyl-2-(pyrimidin-2-yl)-2,6,7,8-tetrahydro-1H-pyrrolo[2,3-e][1,2,4]triazolo[4,3-a]pyridin-1-one C(C)(=O)N1CC(C2=C1C=C(C=1N2C(N(N1)C1=NC=CC=N1)=O)CC1=CC=C(C=C1)F)(C)C